Methyl 3-((3-(1,3-dioxan-2-yl)-5-(1,1-dioxidothiomorpholine-4-carbonyl)phenyl)thio)benzoate O1C(OCCC1)C=1C=C(C=C(C1)C(=O)N1CCS(CC1)(=O)=O)SC=1C=C(C(=O)OC)C=CC1